3-(4-chloro-3,5-dimethyl-pyrazol-1-yl)-N-methyl-N-phenyl-benzamide ClC=1C(=NN(C1C)C=1C=C(C(=O)N(C2=CC=CC=C2)C)C=CC1)C